C(C)(=O)NC=1SC(=CN1)CN1CC(CCC1)C(=O)NC1CCCCC1 1-((2-acetamidothiazol-5-yl)methyl)-N-cyclohexylpiperidine-3-carboxamide